FC1=CC(=CC=2N(C(=NC21)C)C(C)C)C=2C=CN1N=C(N=C(C12)OC)NC1CC(C1)(C)NC(C)=O N-((1r,3r)-3-((5-(4-fluoro-1-isopropyl-2-methyl-1H-benzo[d]imidazol-6-yl)-4-methoxypyrrolo[2,1-f][1,2,4]triazin-2-yl)amino)-1-methylcyclobutyl)acetamide